3-fluoro-2-((4-fluorophenoxy)methyl)-5-(1H-tetrazol-5-yl)pyridine FC=1C(=NC=C(C1)C1=NN=NN1)COC1=CC=C(C=C1)F